ClC1=NC=C(C(=N1)NC1=C2N(CC=3N(C2=CC=C1)N=C(N3)C)C)C(=O)OCC ethyl 2-chloro-4-((2,5-dimethyl-4,5-dihydro-[1,2,4]triazolo[1,5-a]quinoxalin-6-yl)amino)pyrimidine-5-carboxylate